phenylacetic acid anion C1(=CC=CC=C1)CC(=O)[O-]